5-(2-(4-aminopiperidin-1-yl)-6-(3-fluoro-4-methoxyphenyl)quinazolin-4-yl)pyridinecarbonitrile NC1CCN(CC1)C1=NC2=CC=C(C=C2C(=N1)C=1C=CC(=NC1)C#N)C1=CC(=C(C=C1)OC)F